2-(4-Methylpiperazin-1-yl)-2-phenylacetonitrile CN1CCN(CC1)C(C#N)C1=CC=CC=C1